7-chloro-3-{[2-(trimethylsilyl)ethoxy]methyl}-3H-imidazo[4,5-b]pyridine ClC1=C2C(=NC=C1)N(C=N2)COCC[Si](C)(C)C